CN1N=CC=2C1=NC(=CC2N2C[C@@H]([C@H](CC2)C2=CC=C(C=N2)N2CC1(C2)OCCNC1)C)C 2-[6-[(3R,4S)-1-(1,6-dimethylpyrazolo[3,4-b]pyridin-4-yl)-3-methyl-4-piperidyl]-3-pyridyl]-5-oxa-2,8-diazaspiro[3.5]nonane